NC=1N=NC(=NN1)Cl 3-amino-6-chloro-1,2,4,5-tetrazine